3-{3-(difluoromethoxy)-4-[(7-oxo-5,6,7,8-tetrahydro-1,8-naphthyridin-4-yl)oxy]phenyl}-1-[5-(trifluoromethyl)-3-pyridinyl]-2,4-imidazolidinedione FC(OC=1C=C(C=CC1OC1=CC=NC=2NC(CCC12)=O)N1C(N(CC1=O)C=1C=NC=C(C1)C(F)(F)F)=O)F